3-(3-chloro-4-fluorophenyl)-1-((5-(difluoromethyl)-4-(2-hydroxyethyl)-4H-1,2,4-triazol-3-yl)methyl)-1-(6-methoxypyridin-3-yl)urea ClC=1C=C(C=CC1F)NC(N(C=1C=NC(=CC1)OC)CC1=NN=C(N1CCO)C(F)F)=O